2-AMINO-4,6-DIFLUOROBENZALDEHYDE NC1=C(C=O)C(=CC(=C1)F)F